C1=CC=CC=2C3=CC=CC=C3C(C12)COC(=O)N[C@@H](CCCCNC(=O)OC(C)(C)C)C(=O)OCC1=CC=CC=C1 Benzyl N2-(((9H-fluoren-9-yl)methoxy)carbonyl)-N6-(tert-butoxycarbonyl)-L-lysinate